6-(7-(8-ethyl-7-fluoro-3-(methoxymethoxy)naphthalen-1-yl)-8-fluoro-2-(((2R,7aS)-2-fluorohexahydro-1H-pyrrolizin-7a-yl)methoxy)pyrido[4,3-d]pyrimidin-4-yl)-1-thia-6-azaspiro[3.5]nonane C(C)C=1C(=CC=C2C=C(C=C(C12)C1=C(C=2N=C(N=C(C2C=N1)N1CC2(CCS2)CCC1)OC[C@]12CCCN2C[C@@H](C1)F)F)OCOC)F